oxamide mono(4-methylbenzenesulfonate) monohydrate O.CC1=CC=C(C=C1)S(=O)(=O)O.NC(=O)C(=O)N